3-FLUORO-2-FORMYLPHENYLBORONIC ACID FC=1C(=C(C=CC1)B(O)O)C=O